3-methyl-1,2,5-thiadiazolidin 1,1-dioxide CC1NS(NC1)(=O)=O